3-(4-((8-chloro-[1,2,4]triazolo[4,3-a]pyridin-3-yl)thio)butoxy)-2-(4-tolyl)-4H-chromen-4-one ClC=1C=2N(C=CC1)C(=NN2)SCCCCOC2=C(OC1=CC=CC=C1C2=O)C2=CC=C(C=C2)C